2-Methyl-propane-1-sulfonic acid (2-{6-amino-8-[6-(1H-pyrazol-3-yl)-benzo[1,3]dioxol-5-ylsulfanyl]-purin-9-yl}-ethyl)-amide NC1=C2N=C(N(C2=NC=N1)CCNS(=O)(=O)CC(C)C)SC1=CC2=C(OCO2)C=C1C1=NNC=C1